propargyl-bisphenol A C(C#C)C1=C(O)C=CC(=C1)C(C)(C)C1=CC=C(C=C1)O